ClC1=C(C(C2=CC=CC=C2C1OC1=CC=CC=C1)OC1=CC=CC=C1)NCC1=CC=C(C(=O)NC=2SC=CN2)C=C1 4-(((3-chloro-1,4-diphenoxy-1,4-dihydronaphthalen-2-yl)amino)methyl)-N-(thiazol-2-yl)benzamide